3-(4-phenoxyphenyl)-1-[(3R)-3-piperidinyl]pyrazolo[3,4-d]pyrimidin-4-amine O(C1=CC=CC=C1)C1=CC=C(C=C1)C1=NN(C2=NC=NC(=C21)N)[C@H]2CNCCC2